S(=O)(=O)(O)C1(C(=CC=C(C1)N)C1=C(C=C(N)C=C1)S(=O)(=O)O)C1=CC=C(C=C1C(=O)N)C(=O)N 2,2'-disulfo-4,4'-benzidinisophthalamid